N-(3-(6-(6-(3-fluorophenoxy)pyridin-3-yl)quinazolin-8-yl)phenyl)acrylamide FC=1C=C(OC2=CC=C(C=N2)C=2C=C3C=NC=NC3=C(C2)C=2C=C(C=CC2)NC(C=C)=O)C=CC1